4-(2-(3-Fluorophenyl)pyridin-3-yl)quinolone FC=1C=C(C=CC1)C1=NC=CC=C1C1=CC(NC2=CC=CC=C12)=O